2-Methyl-6,7-dihydro[1,3]oxazolo[4,5-c]pyridin-4(5H)-one CC=1OC2=C(C(NCC2)=O)N1